S1C=NC=2C1=CSC2 thieno[3,4-d]thiazole